C(C1=CC=CC=C1)SC1=CC2=C(N(C(=N2)C2=C(C=CC=C2)C2=C(C=C(C=C2)C)C)CC)C=C1 5-benzylsulfanyl-2-[2-(2,4-dimethylphenyl)phenyl]-1-ethyl-benzimidazole